FC1=CC=C(C=C1)C(/C=C/C1=CC=C(OCC(=O)N[C@@H]2[C@@H]([C@@H]3CC[C@H]([C@@H]4CC[C@]5(OO[C@]43[C@H](O2)O5)C)C)C)C=C1)=O 2-[4-[(E)-3-(4-Fluorophenyl)-3-oxoprop-1-enyl]phenoxy]-N-[(1R,4S,5R,8S,9R,10S,12R,13R)-1,5,9-trimethyl-11,14,15,16-tetraoxatetracyclo[10.3.1.04,13.08,13]hexadecan-10-yl]acetamide